BrC=1C=C(C=NC1)C(CO)NC(OC(C)(C)C)=O tert-butyl (1-(5-bromopyridin-3-yl)-2-hydroxyethyl)carbamate